C(CCCCCCC\C=C/CCCCCCCC)(=O)OCCO ethylene glycol monooleate